C(C1=CC=CC=C1)(C1=CC=CC=C1)(C1=CC=CC=C1)N1N=NC(=C1)CO (1-trityl-1H-1,2,3-triazol-4-yl)methanol